4-(3-chloro-4-fluorophenylamino)-7-methoxy-6-[3-(4-morpholinyl)propoxyl]quinazoline ClC=1C=C(C=CC1F)NC1=NC=NC2=CC(=C(C=C12)OCCCN1CCOCC1)OC